7-amino-2-[(2E)-but-2-enoyl]-4-(1-methyl-1H-indazol-6-yl)-2,3-dihydro-1H-isoindol-1-one NC=1C=CC(=C2CN(C(C12)=O)C(\C=C\C)=O)C1=CC=C2C=NN(C2=C1)C